1-(1-((4-Amino-5-fluoropyridin-2-yl)methyl)-6-chloro-2-(2-cyclopentylethyl)-1,2,3,5-tetrahydro-4H-benzo[e][1,4]diazepin-4-yl)-2,2,2-trifluoroethan-1-one NC1=CC(=NC=C1F)CN1C(CN(CC2=C1C=CC=C2Cl)C(C(F)(F)F)=O)CCC2CCCC2